3-methyl-5-(3-(trifluoromethyl)-5,6-dihydro-[1,2,4]triazolo[4,3-a]pyrazin-7(8H)-yl)2-cyanopyridine CC=1C(=NC=C(C1)N1CC=2N(CC1)C(=NN2)C(F)(F)F)C#N